O1CCC=2C1=CC=CC2C=O 2,3-dihydrobenzofuran-4-carbaldehyde